P(=O)(OCCC1=CNC2=CC=C(C=C12)C1(CC1)C(NC(C1=C(C=C(C=C1)C)C)C1=CC(=CC=C1)Cl)=O)([O-])[O-].[Na+].[Na+] disodium 2-[5-(1-{[(3-chlorophenyl)(2,4-dimethylphenyl)methyl]carbamoyl}cyclopropyl)-1H-indol-3-yl]ethyl phosphate